C12(CC3CC(CC(C1)C3)C2)C2=CC=C(C=C2)S(=O)(=O)N2[C@@H](CCC2)C(=O)O ((4-((3r,5r,7r)-adamantan-1-yl)phenyl)sulfonyl)proline